(4-bromobutyl)triphenylphosphanium bromide [Br-].BrCCCC[P+](C1=CC=CC=C1)(C1=CC=CC=C1)C1=CC=CC=C1